(R)-2-(1-(cyclopropylmethyl)-1H-indol-2-yl)-1-methyl-6-(2-(methylamino)propyl)-1,6,7,8-tetrahydro-5H-imidazo[4,5-g]isoquinolin-5-one C1(CC1)CN1C(=CC2=CC=CC=C12)C1=NC=2C(=CC=3CCN(C(C3C2)=O)C[C@@H](C)NC)N1C